ClC1=C(C=CC(=C1)OCCOC)C=1N(C2=NC=NC(=C2N1)OC1(CC1)C)CC1=NC=CC(=C1)C 8-(2-chloro-4-(2-methoxyethoxy)phenyl)-6-(1-methylcyclopropoxy)-9-((4-methylpyridin-2-yl)methyl)-9H-purine